2,2'-methylenebis[6-(2H-benzotriazole-2-yl)-4-(2-hydroxyethyl)phenol] C(C1=C(C(=CC(=C1)CCO)N1N=C2C(=N1)C=CC=C2)O)C2=C(C(=CC(=C2)CCO)N2N=C1C(=N2)C=CC=C1)O